C(C)C(COC(CCSCCC(C(=O)OCC(CCCCCCCC)CCCCCC)C(NCCCN1CCOCC1)=O)=O)CCCC 2-hexyldecyl 4-((3-((2-ethylhexyl)oxy)-3-oxopropyl)thio)-2-((3-morpholinopropyl)carbamoyl)butanoate